C(C)C(CC1=CC=C(S1)C1=C(C(=C(C2=NSN=C21)C=2SC(=CC2)CC(CCCC)CC)N)N)CCCC 4,7-bis(5-(2-ethylhexyl)thiophen-2-yl)-5,6-diamino-2,1,3-benzothiadiazole